The molecule is a glutathione derivative in which the thiol hydrogen of glutathione is replaced by a [2-hydroxy-3-(4-nitrophenoxy)propyl group. It is a C-nitro compound, a glutathione derivative, an organic sulfide and an aromatic ether. C1=CC(=CC=C1[N+](=O)[O-])OCC(CSC[C@@H](C(=O)NCC(=O)O)NC(=O)CC[C@@H](C(=O)O)N)O